(R)-(3-(7-carbamoyl-5-fluoro-2,3-dimethyl-1H-indol-4-yl)cyclopent-3-en-1-yl)carbamic acid tert-butyl ester C(C)(C)(C)OC(N[C@H]1CC(=CC1)C1=C2C(=C(NC2=C(C=C1F)C(N)=O)C)C)=O